The molecule is an organic heterotetracyclic compound with formula C23H27ClO6 isolated from Chaetomium globosum. It exhibits antifungal activity against plant pathogenic fungi. It has a role as an antifungal agent and a Chaetomium metabolite. It is an enone, an organochlorine compound, a lactol, an organic heterotetracyclic compound and a delta-lactone. CCC(C)/C=C/C1=CC2=C(C(=O)[C@@]3([C@H](C2=CO1)[C@H]4C(=O)O[C@@H]([C@H]([C@]4(O3)O)C)C)C)Cl